Methyl 5-bromo-1-(4-fluorophenyl)-6-methyl-2-oxo-1,2-dihydropyridine-3-carboxylate BrC=1C=C(C(N(C1C)C1=CC=C(C=C1)F)=O)C(=O)OC